(2-(methylamino)-7H-pyrrolo[2,3-d]pyrimidin-5-yl)-3,4-dihydrobenzo[f][1,4]oxazepin-5(2H)-one CNC=1N=CC2=C(N1)NC=C2C2OC1=C(C(NC2)=O)C=CC=C1